3-chloro-N4-cyclohexyl-N6-(2-methoxy-4-((morpholinopiperidin-1-yl)sulfonyl)phenyl)-1H-pyrrolo[2,3-b]pyridine-4,6-diamine ClC1=CNC=2N=C(C=C(C21)NC2CCCCC2)NC2=C(C=C(C=C2)S(=O)(=O)N2C(CCCC2)N2CCOCC2)OC